tert-butyl (6-bromo-1-(4-(trifluoromethyl)phenyl)-1,2,3,4-tetrahydroquinolin-3-yl)carbamate BrC=1C=C2CC(CN(C2=CC1)C1=CC=C(C=C1)C(F)(F)F)NC(OC(C)(C)C)=O